C(C)(C)(C)OC(=O)NCC=1C=C(C=C(C1)OC)C1=CC=C(C=C1)CC=1C(=C(SC1C)C)C(=O)NC1CC2(CC(C2)C(=O)O)C1 6-(4-((3'-(((tert-butoxycarbonyl)amino)methyl)-5'-methoxy-[1,1'-biphenyl]-4-yl)methyl)-2,5-dimethylthiophene-3-carboxamido)spiro[3.3]heptane-2-carboxylic acid